(S)-2-((5-chloro-8-hydroxy-1,2,3,4-tetrahydroisoquinolin-1-yl)methyl)isoindoline-1,3-dione hydrobromide Br.ClC1=C2CCN[C@@H](C2=C(C=C1)O)CN1C(C2=CC=CC=C2C1=O)=O